CN1CCNCCC1=O 4-methyl-1,4-diazepan-5-one